1-(methyl-d3)-1-(2-(1-methyl-1H-imidazo[1,2-b]pyrazole-7-carbonyl)-2-azaspiro[3.3]heptan-6-yl)-3-(3-(trifluoromethyl)phenyl)urea C(N(C(=O)NC1=CC(=CC=C1)C(F)(F)F)C1CC2(CN(C2)C(=O)C2=C3N(N=C2)C=CN3C)C1)([2H])([2H])[2H]